(6-chloropyridin-2-yl)((2r,3s)-2-ethyl-4,4-difluoro-3-hydroxy-2-methylpyrrolidin-1-yl)methanone ClC1=CC=CC(=N1)C(=O)N1[C@]([C@@H](C(C1)(F)F)O)(C)CC